FC=1C(NC(N(C1)[C@H]1C[C@@H]2OP(OC[C@H]2O1)(=O)OCCC1=C(C=C(C=C1F)F)F)=O)=O 5-fluoro-1-((4aR,6R,7aS)-2-(2,4,6-trifluorophenethyloxy)-2-oxotetrahydro-4H-furo[3,2-d][1,3,2]dioxaphosphorin-6-yl)pyrimidine-2,4(1H,3H)-dione